C(C)(C)(C)OC(=O)N1CCC2=CC(=CC=C12)CC1=NNC(C2=CC(=C(C=C12)OC)OC)=O 5-((6,7-dimethoxy-4-oxo-3,4-dihydro-phthalazin-1-yl)methyl)indoline-1-carboxylic acid tert-butyl ester